2,4-dimethyl-3-ethyl-3-pentanol CC(C)C(C(C)C)(O)CC